5-(5-(3-benzyl-1-((1-methyl-1H-pyrazol-5-yl)sulfonyl)pyrrolidin-3-yl)-6-methyl-1H-indazol-1-yl)-1-methylpyridin-2(1H)-one C(C1=CC=CC=C1)C1(CN(CC1)S(=O)(=O)C1=CC=NN1C)C=1C=C2C=NN(C2=CC1C)C=1C=CC(N(C1)C)=O